C(C)(C)(C)OC(=O)N1C[C@@H]([C@H](CC1)F)NC(C1=C(C=C(C(=C1)[N+](=O)[O-])N[C@@H]1[C@@H](C1)C(F)F)F)=O (3S,4S)-3-(4-(((1S,2R)-2-(difluoromethyl)cyclopropyl)amino)-2-fluoro-5-nitrobenzamido)-4-fluoropiperidine-1-carboxylic acid tert-butyl ester